(3-(2-chloro-5-fluorophenyl)-2H-indazol-4-yl)-3-fluoro-5-(trifluoromethyl)benzamide ClC1=C(C=C(C=C1)F)C=1NN=C2C=CC=C(C12)C1=C(C(=O)N)C=C(C=C1F)C(F)(F)F